BrC=1C(=NC(=CC1)C(F)(F)F)NC=NO N-[3-bromo-6-(trifluoromethyl)-2-pyridyl]-N'-hydroxy-formamidine